FC1([C@@H](CNC[C@@H]1C)CNS(=O)(=O)C)F N-(((3S,5S)-4,4-difluoro-5-methylpiperidin-3-yl)methyl)methanesulfonamide